sodium iridium hexachloride [Ir](Cl)(Cl)(Cl)(Cl)(Cl)Cl.[Na]